(S)-3-(3-fluoro-4-morpholinophenyl)-5-((2-oxo-2,3-dihydro-1H-pyrrol-1-yl)methyl)oxazolidin-2-one FC=1C=C(C=CC1N1CCOCC1)N1C(O[C@H](C1)CN1C(CC=C1)=O)=O